6-[4-(cyclopropylmethoxy)-3-fluoro-phenyl]-N-[(2-morpholino-3-pyridyl)methyl]pyridazine-4-carboxamide C1(CC1)COC1=C(C=C(C=C1)C1=CC(=CN=N1)C(=O)NCC=1C(=NC=CC1)N1CCOCC1)F